N-(3-chloro-4-fluorophenyl)-4-oxo-2-tosyl-2,4,5,6-tetrahydrocyclopenta[c]pyrrole-1-carboxamide ClC=1C=C(C=CC1F)NC(=O)C=1N(C=C2C1CCC2=O)S(=O)(=O)C2=CC=C(C)C=C2